ClC=1C(=NC(=NC1)NC1=CC(=C(C=C1)NC)[N+](=O)[O-])NC1=C(C=CC=C1)P(C)C (2-((5-chloro-2-((4-(methylamino)-3-nitrophenyl)amino)pyrimidin-4-yl)amino)phenyl)dimethylphosphine